The molecule is a glycodihydroceramide having an alpha-D-glucuronosyl group at the 1-position of the sphinganine skeleton and a (2R)-2-hydroxytridecanoyl group attached to the nitrogen. CCCCCCCCCCCCCCC[C@H]([C@H](CO[C@@H]1[C@@H]([C@H]([C@@H]([C@H](O1)CO)O)O)O)NC(=O)[C@@H](CCCCCCCCCCC)O)O